[Ni].[Co] COBALT-NICKEL